tert-butyl 1-[2',6'-bis(benzyloxy)-[2,3'-bipyridin]-5-yl]piperidine-4-carboxylate C(C1=CC=CC=C1)OC1=NC(=CC=C1C1=NC=C(C=C1)N1CCC(CC1)C(=O)OC(C)(C)C)OCC1=CC=CC=C1